N(=C=O)C1CCCC(C1)N=C=O 5-isocyanato-1-(isocyanato)cyclohexane